6-(4-bromo-2-chloro-phenylamino)-7-fluoro-3-methyl-3H-benzoimidazole BrC1=CC(=C(C=C1)NC=1C=CC2=C(N=CN2C)C1F)Cl